BrC1=C(C(=C(C(=C1)F)N1CCN(CC1)C(=O)OC(C)(C)C)F)F tert-Butyl 4-(4-bromo-2,3,6-trifluorophenyl)piperazine-1-carboxylate